5,14-bistert-butylindolo[1,2,3-lm]indolo[3',2',1':7,1]indolo[2,3-h]carbazole C(C)(C)(C)C=1C=C2C(=CC1)N1C3=C2C=CC=C3C3=C1C=C1C=2C=CC=C4C2N(C1=C3)C3=CC=C(C=C34)C(C)(C)C